C(#C)C=1SC=C(N1)NC(=O)N1[C@H](CN(CC1)C1=NC=C(C=C1)C1=CC(=CC=C1)N1CCCC1)CO (R)-N-(2-Ethynylthiazol-4-yl)-2-(hydroxymethyl)-4-(5-(3-(pyrrolidin-1-yl)-phenyl)pyridin-2-yl)piperazine-1-carboxamide